(Z)-2-benzyl-3-phenyl-5-o-phenylphenylmethyl-isoxazolidine C(C1=CC=CC=C1)N1OC(CC1C1=CC=CC=C1)CC1=C(C=CC=C1)C1=CC=CC=C1